N4-(4-((2-(2-cyano-4,4-difluoropyrrolidin-1-yl)-2-oxoethyl)carbamoyl)quinolin-8-yl)succinamide C(#N)C1N(CC(C1)(F)F)C(CNC(=O)C1=CC=NC2=C(C=CC=C12)NC(CCC(=O)N)=O)=O